(-)-thiocamphor C12(C(=S)CC(CC1)C2(C)C)C